4-epoxycyclohexyl-5,3-dioxane C12(C(CCCC1)O2)C2OCCCO2